Cl.Cl.N[C@H]1CC[C@H](CC1)N1C2=NC(=NC(=C2N=C1)N)Cl 9-(cis-4-aminocyclohexyl)-2-chloro-9H-purin-6-amine dihydrochloride